tert-butyl (1-(6-((1-(2-(2,6-dioxopiperidin-3-yl)-1,3-dioxoisoindolin-4-yl)azetidin-3-yl)oxy)hexanoyl)piperidin-4-yl)carbamate O=C1NC(CCC1N1C(C2=CC=CC(=C2C1=O)N1CC(C1)OCCCCCC(=O)N1CCC(CC1)NC(OC(C)(C)C)=O)=O)=O